2-(tert-butyl)-9-(4,4,5,5-tetramethyl-1,3,2-dioxaborolan-2-yl)benzo[2,3]benzofuro[7,6-d]oxazole C(C)(C)(C)C=1OC2=C(N1)C1=C(C3=C(O1)C(=CC=C3)B3OC(C(O3)(C)C)(C)C)C=C2